3-((R)-2-(tert-butoxycarbonyl)amino-2-phenylethyl)-1-(2-fluoro-6-trifluoromethylbenzyl)-6-methyl-1H-pyrimidine-2,4-dione C(C)(C)(C)OC(=O)N[C@@H](CN1C(N(C(=CC1=O)C)CC1=C(C=CC=C1C(F)(F)F)F)=O)C1=CC=CC=C1